ClC(C)(C)C1=CC=C(C=C1)C(C)(Cl)C 1,4-bis(1-chloro-1-methyl-ethyl)-benzene